(S)-4-(1-(4-(furan-3-yl)-1-(4-(trifluoromethyl)benzyl)-1H-1,2,3-triazole-5-carboxamido)ethyl)benzoic acid O1C=C(C=C1)C=1N=NN(C1C(=O)N[C@@H](C)C1=CC=C(C(=O)O)C=C1)CC1=CC=C(C=C1)C(F)(F)F